CC1=CC2=C(N=C(S2)NC(CSC=2N(C(C3=C(N2)CCS3)=O)C3=C(C=CC=C3)OC)=O)C=C1 N-(6-methyl-2-benzothiazolyl)-2-[(3,4,6,7-tetrahydro-3-(2-methoxyphenyl)-4-oxothieno[3,2-d]pyrimidin-2-yl)thio]-acetamide